4-[[(2R,3R,4S,5R)-3-(3,4-difluoro-2-methoxy-phenyl)-4,5-dimethyl-5-(trifluoromethyl)tetrahydrofuran-2-carbonyl]amino]-3-methyl-pyridine-2-carboxamide FC=1C(=C(C=CC1F)[C@@H]1[C@@H](O[C@]([C@H]1C)(C(F)(F)F)C)C(=O)NC1=C(C(=NC=C1)C(=O)N)C)OC